N-[(1S)-2-[[1-[1-[1-(3,3-difluorocyclobutyl)tetrazol-5-yl]-3,3-difluoro-propyl]pyrazol-4-yl]amino]-1-(4,4-difluorocyclohexyl)-2-oxo-ethyl]-2-isopropyl-pyrazole-3-carboxamide FC1(CC(C1)N1N=NN=C1C(CC(F)F)N1N=CC(=C1)NC([C@H](C1CCC(CC1)(F)F)NC(=O)C=1N(N=CC1)C(C)C)=O)F